(S)-3-phenylpiperidine C1(=CC=CC=C1)[C@H]1CNCCC1